p-Phenyl-phenylglycidylether C1(=CC=CC=C1)C1=CC=C(C=C1)C(C1CO1)OC(C1CO1)C1=CC=C(C=C1)C1=CC=CC=C1